BrC=1C(=C2C(C(C[C@@]3(C2=CC1)N=C1N(C=C(C=C1OC(F)F)C(F)(F)F)C3)F)O)F (S)-6'-bromo-8-(difluoromethoxy)-3',5'-difluoro-6-(trifluoromethyl)-3',4'-dihydro-2'H,3H-spiro[imidazo[1,2-a]pyridine-2,1'-naphthalen]-4'-ol